3-methylbenzothiofuran-2-carboxylic acid ethyl ester C(C)OC(=O)C=1SC2=C(C1C)C=CC=C2